NC1=NC=2C=CC(=CC2C=2N1C=NN2)C(=O)N(C2COC1=C2C=CC(=C1)C(F)(F)F)C12CC(C1)C2 5-amino-N-(bicyclo[1.1.1]pentan-1-yl)-N-(6-(trifluoromethyl)-2,3-dihydrobenzofuran-3-yl)-[1,2,4]triazolo[4,3-c]quinazoline-9-carboxamide